C(C)(C)(C)C=1C=C(C=2NC3=CC=C(C=C3C2C1)C(C)(C)C)C1=CC(=CC=2OC3=C(C21)C=CC=C3)Cl 3,6-di-tert-butyl-1-(3-chlorodibenzo[b,d]furan-1-yl)-9H-carbazole